1-(8Z,11Z,14Z-eicosatrienoyl)-2-(11Z,14Z-eicosadienoyl)-glycero-3-phosphocholine C(C=CC=CC=CCCCCCCCCCCCCC)(=O)OCC(OC(C=CC=CCCCCCCCCCCCCCCC)=O)COP(=O)([O-])OCC[N+](C)(C)C